(R)-1-methoxypropan-2-yl-p-toluenesulfonate COC[C@@H](C)OS(=O)(=O)C1=CC=C(C)C=C1